(R)-3-((R)-3-(3-nitrophenyl)butyryl)-4-phenyloxazolidin-2-one [N+](=O)([O-])C=1C=C(C=CC1)[C@@H](CC(=O)N1C(OC[C@H]1C1=CC=CC=C1)=O)C